FC(C1=CC=CC(=N1)B(O)O)(F)F [6-(trifluoromethyl)-2-pyridinyl]boronic acid